2-(methoxymethyl)nicotinamide COCC1=C(C(=O)N)C=CC=N1